2-tert-butyl-1'-{7-[(pentadeuterio)ethyloxy]-1,3-dimethyl-1H-indazole-5-carbonyl}-5H-spiro[[1,3]benzothiazole-6,4'-piperidin] C(C)(C)(C)C=1SC=2C(N1)=CCC1(CCN(CC1)C(=O)C=1C=C3C(=NN(C3=C(C1)OC(C([2H])([2H])[2H])([2H])[2H])C)C)C2